trans-N-(4-((4-(4,4,5,5-tetramethyl-1,3,2-dioxaborolan-2-yl)phenyl)sulfonyl)cyclohexyl)-6-(trifluoromethyl)pyridazin-3-amine CC1(OB(OC1(C)C)C1=CC=C(C=C1)S(=O)(=O)[C@@H]1CC[C@H](CC1)NC=1N=NC(=CC1)C(F)(F)F)C